(1-(3-(trifluoromethyl)benzyl)-1H-indol-5-yl)acrylamide FC(C=1C=C(CN2C=CC3=CC(=CC=C23)C(C(=O)N)=C)C=CC1)(F)F